NC1=C(N=NC(=C1)Cl)NC[C@@H]1CN(CC1)C(=O)OC(C)(C)C Tert-butyl (3R)-3-{[(4-amino-6-chloropyridazin-3-yl)amino]methyl}pyrrolidine-carboxylate